ClC1=C(C=C(C=C1)OC)C1=CC(=C(S1)C(=O)OC)NC(=O)OC1=CC=CC=C1 methyl 5-(2-chloro-5-methoxyphenyl)-3-((phenoxycarbonyl)amino)thiophene-2-carboxylate